4-(difluoromethyl)pyrimidine-5-carboxylic acid FC(C1=NC=NC=C1C(=O)O)F